CC=1C=CC=2N(C3=CC=CC=C3C2C1)C1(CC=CC=C1)C=1C=C(C=C(C1)C1=CC=CC=C1)C1=CC=CC=C1 5'-(1-(3-methyl-9H-carbazol-9-yl)phenyl)-1,1':3',1''-terphenyl